C(CCC)[C@@]1(CS(C2=C(N(C1)C1=CC=CC=C1)C=C(C(=C2)CSC(C(=O)O)(C)C)SC)(=O)=O)C (S)-2-(((3-butyl-3-methyl-7-(methylsulfanyl)-1,1-dioxido-5-phenyl-2,3,4,5-tetrahydro-1,5-benzothiazepin-8-yl)methyl)thio)-2-methylpropanoic acid